ClC=1C(=CC(=C(C1)C=1N(C=CC1)C(=O)OC(C)(C)C)F)F tert-butyl 2-(5-chloro-2,4-difluorophenyl)-1H-pyrrole-1-carboxylate